ClC=1C=CC2=C(CCN(S2(=O)=O)[C@@H]([C@@H](C)C2=C(C(=CC=C2F)C)C)N2C(OC=N2)=O)C1 ((1S,2S)-1-(6-chloro-1,1-dioxo-3,4-dihydro-2H-benzo[e][1,2]thiazin-2-yl)-2-(6-fluoro-2,3-dimethylphenyl)propyl)-1,3,4-oxadiazol-2(3H)-one